6-chloro-1-cycloheptyl-5-fluoro-1H-indole ClC1=C(C=C2C=CN(C2=C1)C1CCCCCC1)F